2-[1-(2,2-difluoroethyl)-1H-pyrazolo[3,4-b]pyrazin-6-yl]-6-[5-(trifluoromethyl)pyridin-2-yl]-2,6-diazaspiro[3.5]nonan-7-one FC(CN1N=CC=2C1=NC(=CN2)N2CC1(C2)CN(C(CC1)=O)C1=NC=C(C=C1)C(F)(F)F)F